FC1=C(C=C(C=C1)OCC(C)C)C1=CC=C(C(=N1)OC1=C(C=C(C=C1C)C)C)C(=O)NS(=O)(=O)C=1C(NC=CC1)=O 6-(2-Fluoro-5-isobutoxyphenyl)-N-[(2-oxo-1H-pyridin-3-yl)sulfonyl]-2-(2,4,6-trimethylphenoxy)pyridin-3-carboxamid